Cl.NC=1C(=C(C=C2C=C(N=CC12)NC(OC1CC(C1)(O)CC)=O)C1=C(C2=C(OCCN2)N=C1)C)F (1r,3s)-3-Ethyl-3-hydroxycyclobutyl (8-amino-7-fluoro-6-(8-methyl-2,3-dihydro-1H-pyrido[2,3-b][1,4]oxazin-7-yl)isoquinolin-3-yl)carbamate hydrochloride